BrC1=C(C=C(C=C1)C1CCN(CC1)C(=O)OC(C)(C)C)F tert-butyl 4-(4-bromo-3-fluorophenyl)piperidine-1-carboxylate